5-[6-(1,1-difluoroethyl)-3-ethylsulfonyl-indazol-2-yl]-1-(2,2,3,3,3-pentafluoropropyl)pyrazolo[3,4-c]pyridine FC(C)(F)C=1C=CC2=C(N(N=C2C1)C=1C=C2C(=CN1)N(N=C2)CC(C(F)(F)F)(F)F)S(=O)(=O)CC